(R)-2-amino-N-((S)-1-((5-bromo-2-hydroxybenzyl)amino)-1-oxopropan-2-yl)-4-phenylbutanamide, hydrochloride Cl.N[C@@H](C(=O)N[C@H](C(=O)NCC1=C(C=CC(=C1)Br)O)C)CCC1=CC=CC=C1